P(=O)(=O)OP(=O)=O phosphoether